FC=1C=C(C=CC1F)C(C1=CN=C(S1)NC(OC(C)(C)C)=O)O Tert-Butyl 5-((3,4-difluorophenyl)(hydroxy)methyl)thiazol-2-ylcarbamate